Cl.FC(OC1=NC=CC(=C1)C1=NOC(=N1)C1C(C12CCNCC2)(F)F)F {3-[2-(difluoromethoxy)pyridin-4-yl]-1,2,4-oxadiazol-5-yl}-1,1-difluoro-6-azaspiro[2.5]octane hydrochloride